FC1=C(C(=CC(=C1)[N+](=O)[O-])C=1N=NNN1)C=1C=CC(=NC1)C(F)(F)F 5-(2-fluoro-4-nitro-6-(2H-tetrazol-5-yl)phenyl)-2-(trifluoromethyl)pyridine